5-(4-(trifluoromethyl)-phenoxy)-2-(2-(trifluoro-methyl)pyrimidin-4-yl)-1,2,3,4-tetrahydroisoquinoline FC(C1=CC=C(OC2=C3CCN(CC3=CC=C2)C2=NC(=NC=C2)C(F)(F)F)C=C1)(F)F